COC(CC1=C(C=C(C=C1)CC)OS(=O)(=O)C(F)(F)F)=O 2-(4-Ethyl-2-(((trifluoromethyl)sulfonyl)oxy)phenyl)acetic acid methyl ester